N-[4-[[4-[1-[3-chloro-4-(3-chloropropoxy)-5-cyano-phenyl]-1-methyl-ethyl]phenoxy]methyl]pyrimidin-2-yl]methanesulfonamide ClC=1C=C(C=C(C1OCCCCl)C#N)C(C)(C)C1=CC=C(OCC2=NC(=NC=C2)NS(=O)(=O)C)C=C1